6-chloro-2-methylpyridine-3-sulfonyl chloride ClC1=CC=C(C(=N1)C)S(=O)(=O)Cl